CC1C(N(CC1)CC=1SC=CC1)=O 3-methyl-1-(thiophen-2-ylmethyl)pyrrolidin-2-one